N1-((S)-7-(4-hydroxybut-1-yn-1-yl)-5-methyl-4-oxo-2,3,4,5-tetrahydrobenzo[b][1,4]oxazepin-3-yl)-N2-(1-phenylethyl)oxalamide OCCC#CC1=CC2=C(OC[C@@H](C(N2C)=O)NC(C(=O)NC(C)C2=CC=CC=C2)=O)C=C1